BrC=1C(C(=C2C(N3[C@H](N(N2C1)[C@@H]1C2=C(SCC4=C1C=CC(=C4F)F)C=CC=C2)COCC3)=O)O)=O (R)-9-bromo-12-((S)-7,8-difluoro-6,11-dihydrodibenzo[b,e]thiepin-11-yl)-7-hydroxy-3,4,12,12a-tetrahydro-1H-[1,4]oxazino[3,4-c]pyrido[2,1-f][1,2,4]triazine-6,8-dione